(4-(7-(cyclopentyloxy)-8-fluoro-1,3,4,5-tetrahydro-2H-benzo[c]azepin-2-yl)-2,6-dimethylphenyl)-3,3-dimethylbutanamide C1(CCCC1)OC1=CC2=C(CN(CCC2)C2=CC(=C(C(=C2)C)C(C(=O)N)C(C)(C)C)C)C=C1F